2-anilino-3-phenylpropanoic acid N(C1=CC=CC=C1)C(C(=O)O)CC1=CC=CC=C1